Cl.NC1CC2CCC(C1)N2C2=CN=C1C(=N2)NC=C1C1=C(C2=C(N=C(S2)N(C)C)C=C1)Cl 6-{3-[endo-3-amino-8-azabicyclo[3.2.1]octan-8-yl]-5H-pyrrolo[2,3-b]pyrazin-7-yl}-7-chloro-N,N-dimethyl-1,3-benzothiazol-2-amine, hydrochloride salt